tert-Butyl (2-(4,4-difluoropiperidin-1-yl)-1-methyl-1H-benzo[d]imidazol-4-yl)carbamate FC1(CCN(CC1)C1=NC2=C(N1C)C=CC=C2NC(OC(C)(C)C)=O)F